4-(3-((3-Aminopyrrolidin-1-yl)methyl)-6-(4-(trifluoromethyl)phenyl)benzofuran-5-yl)benzonitrile NC1CN(CC1)CC1=COC2=C1C=C(C(=C2)C2=CC=C(C=C2)C(F)(F)F)C2=CC=C(C#N)C=C2